((6-(difluoromethoxy)-2-(3'-(6-(difluoromethoxy)-5-((2,2-dimethylpyrrolidin-1-yl)methyl)benzo[d]oxazol-2-yl)-2,2'-dimethyl-[1,1'-biphenyl]-3-yl)benzo[d]oxazol-5-yl)methyl)-L-proline FC(OC1=CC2=C(N=C(O2)C=2C(=C(C=CC2)C2=C(C(=CC=C2)C=2OC3=C(N2)C=C(C(=C3)OC(F)F)CN3C(CCC3)(C)C)C)C)C=C1CN1[C@@H](CCC1)C(=O)O)F